C(=O)([O-])C1=CC=C(C=C1)C=1C=C(C=C(C1)C1=CC=C(C=C1)C(=O)[O-])C1=CC(=CC(=C1)C1=CC(=CC(=C1)C1=CC=C(C=C1)C(=O)[O-])C1=CC=C(C=C1)C(=O)[O-])C1=CC(=CC(=C1)C1=CC=C(C=C1)C(=O)[O-])C1=CC=C(C=C1)C(=O)[O-] 1,3,5-tris(3,5-bis(4-carboxylatophenyl)phenyl)benzene